6-[(3S)-3-(cyanomethyl)piperazin-1-yl]-N-(3-hydroxy-1-naphthyl)-2-[(1-methylpyrazol-4-yl)methylamino]pyrimidine-4-carboxamide C(#N)C[C@H]1CN(CCN1)C1=CC(=NC(=N1)NCC=1C=NN(C1)C)C(=O)NC1=CC(=CC2=CC=CC=C12)O